5-(5-((1S,2R)-2-isopropylcyclopropyl)-6-carbonyl-1,6-dihydropyridazin-3-yl)pyrimidine C(C)(C)[C@@H]1[C@H](C1)C1=CC(=NNC1=C=O)C=1C=NC=NC1